3-(2-methyl-6-(1-methyl-5-(((tetrahydro-2H-pyran-2-yl)oxy)methyl)-1H-1,2,3-triazol-4-yl)pyridin-3-yl)cyclohex-2-en-1-one CC1=NC(=CC=C1C1=CC(CCC1)=O)C=1N=NN(C1COC1OCCCC1)C